methyl 3-methylbutanoate chloride [Cl-].CC(CC(=O)OC)C